C(N)(OCCCC[C@@H](C(=O)N(C)C(C(=O)C1=CC2=C(OCO2)C=C1)C)OC(N)=O)=O ((5S)-6-((1-(benzo[d][1,3]dioxol-5-yl)-1-oxopropan-2-yl) (methyl) amino)-6-oxohex-1,5-diyl) dicarbamate